OCC(CO)C(CCO)O 2-hydroxymethyl-1,3,5-pentanetriol